6-chloro-1-tosyl-4-vinyl-1,4-dihydro-2H-benzo[d][1,3]oxazin-2-one ClC1=CC2=C(N(C(OC2C=C)=O)S(=O)(=O)C2=CC=C(C)C=C2)C=C1